FC1(CCN(CC1)CC=1C=CC=2N(C1)C=C(N2)CN2C(C1=CN=CC(=C1C=C2)N2CC1(C2)CCOCC1)=O)F 2-({6-[(4,4-difluoropiperidin-1-yl)methyl]imidazo[1,2-a]pyridin-2-yl}methyl)-5-{7-oxa-2-azaspiro[3.5]nonan-2-yl}-1,2-dihydro-2,7-naphthyridin-1-one